COC1=C(C=C(C(=C1)N1CCN(CC1)C)[N+](=O)[O-])NC1=NC=NC(=C1)N1OCC[C@@H]1C1=CC(=CC=C1)OC1=CC=CC=C1 (R)-N-(2-methoxy-4-(4-methylpiperazin-1-yl)-5-nitrophenyl)-6-(3-(3-phenoxyphenyl)isoxazolidin-2-yl)pyrimidin-4-amine